4-[gamma-(triethoxysilyl)propoxy]-2-hydroxybenzophenone C(C)O[Si](CCCOC1=CC(=C(C(=O)C2=CC=CC=C2)C=C1)O)(OCC)OCC